CN(C=1C=NC=2N(C1)N=CC2C(=O)OCC)C Ethyl 6-(dimethylamino)pyrazolo[1,5-a]pyrimidine-3-carboxylate